OCC[C@H]1NC(C2(C1)CCCC2)=O (S)-3-(2-hydroxyethyl)-2-azaspiro[4.4]nonan-1-one